(R)-(3-aminopiperidin-1-yl)(2-(1-(pyridin-4-ylmethyl)-1H-indol-2-yl)-3,4-dihydro-5-oxa-1,2a-diazaacenaphthylene-7-yl)methanone N[C@H]1CN(CCC1)C(=O)C=1C=C2OCCN3C(=NC(C1)=C32)C=3N(C2=CC=CC=C2C3)CC3=CC=NC=C3